2-cyclopentyl-N3-(oxetan-3-yl)-6-(p-tolyl)pyridine-2,3-diamine C1(CCCC1)C1(NC(=CC=C1NC1COC1)C1=CC=C(C=C1)C)N